C(C)(=O)N[C@@H]1C(O)O[C@@H]([C@H]([C@@H]1O)O)COC(C)=O 2-N-acetyl-6-O-acetyl-D-mannosamine